FC(C=1OC(=NN1)C1=CC=C(C=C1)CN1N=NC(=C1)C1=C(C(=CC=C1)N1CCNCC1)F)F 2-(difluoromethyl)-5-(4-((4-(2-fluoro-3-(piperazin-1-yl)phenyl)-1H-1,2,3-triazol-1-yl)methyl)phenyl)-1,3,4-oxadiazole